(2S,4R)-4-isopropoxy-1-((4-phenoxybenzoyl)glycyl)pyrrolidine-2-carboxylic acid C(C)(C)O[C@@H]1C[C@H](N(C1)C(CNC(C1=CC=C(C=C1)OC1=CC=CC=C1)=O)=O)C(=O)O